(S)-2-[(Imidazole-1-carbonyl)-amino]-pentanedioic acid di-tert-butyl ester C(C)(C)(C)OC([C@H](CCC(=O)OC(C)(C)C)NC(=O)N1C=NC=C1)=O